FC=1C=C(C=CC1F)N(C(=O)[C@H]1NC[C@H](C1)O)C (2S,4S)-N-(3,4-difluorophenyl)-4-hydroxy-N-methylpyrrolidine-2-carboxamide